6-Hydroxy-2-(4-methoxybenzyl)-5-(trifluoromethyl)pyridazin-3(2H)-one OC=1C(=CC(N(N1)CC1=CC=C(C=C1)OC)=O)C(F)(F)F